C1(=CC=CC=C1)C1CC=CCC1C1=CC=CC=C1 2,3-diphenyl-1,2,3,4-tetrahydrobenzol